FC1=C(C=C(C(=C1)OC1=CC2=C(N(N=N2)C)C=C1)F)NC=1C2=C(N=CN1)C=NC(=C2)N2C(/C(/[C@H](C2)C)=C/CN(C)C)=O (3E,4R)-1-[4-({2,5-difluoro-4-[(1-methyl-1,2,3-benzotriazol-5-yl)oxy]phenyl}amino)pyrido[3,4-d]pyrimidin-6-yl]-3-[2-(dimethylamino)ethylidene]-4-methylpyrrolidin-2-one